C(C1=CC=CC=C1)OC=1C=CC(=C2C=CC(NC12)=O)C(CNC1CC2=CC(=C(C=C2C1)CC)CC)=O 8-(benzyloxy)-5-[(5,6-diethyl-2,3-dihydro-1H-inden-2-yl)glycyl]quinolin-2(1H)-one